CNC1CCN(CC1)C=1C=NC2=CC=C(N=C2C1)C1=C(NC=2C1=NC=CC2)C2=NC(=CC=C2)C N-methyl-1-[6-[2-(6-methyl-2-pyridyl)-1H-pyrrolo[3,2-b]pyridin-3-yl]-1,5-naphthyridin-3-yl]piperidin-4-amine